BrC1=C(C(=C(C(=C1C1=CC=CC=C1)C)C1=CC=CC=C1)Br)O 2,6-dibromo-3,5-diphenyl-4-methylphenol